1-(3-(5-(trifluoromethyl)pyrazolo[1,5-a]pyridin-2-yl)azetidin-1-yl)prop-2-en-1-one FC(C1=CC=2N(C=C1)N=C(C2)C2CN(C2)C(C=C)=O)(F)F